2,2-difluoro-4,4-dimethyl-1,1-biphenyl FC1(C(=CCC(C1)(C)C)C1=CC=CC=C1)F